dimethyl-2,4-di-(2-pyridyl)-3-methyl-7-(pyridin-2-yl-methyl)-3,7-diaza-bicyclo[3.3.1]nonan-9-one CC1(C2(CN(CC(C(N1C)C1=NC=CC=C1)C2=O)CC2=NC=CC=C2)C)C2=NC=CC=C2